ClC=1C=C(C=CC1)[C@H]1[C@@H]([C@H]1F)C(=O)NC1=NC=NC(=C1)NCC=1N=C2N(C=C(C=C2)C2CC2)C1 |r| rac-(1R*,2R*,3S*)-2-(3-chlorophenyl)-N-(6-(((6-cyclopropylimidazo[1,2-a]pyridin-2-yl)methyl)amino)pyrimidin-4-yl)-3-fluorocyclopropane-1-carboxamide